COCCOCCOCCOCCOCCOCCOCCOC1(CCN(CC1)CCN1C(C2CC=CCC2C1=O)=O)C(=O)O 4-((2,5,8,11,14,17,20-heptaoxadocosan-22-yl)oxy)-1-(2-(1,3-dioxo-1,3,3a,4,7,7a-hexahydro-2H-isoindol-2-yl)ethyl)piperidine-4-carboxylic acid